4-morpholinepropanoic acid, ethyl ester N1(CCOCC1)CCC(=O)OCC